5-[2-(dimethylamino)ethoxy]-N-[4-[(7-morpholino-[1,2,4]triazolo[1,5-c]pyrimidin-5-yl)oxy]cyclohexyl]pyrimidin-2-amine CN(CCOC=1C=NC(=NC1)NC1CCC(CC1)OC1=NC(=CC=2N1N=CN2)N2CCOCC2)C